CNCCCN=C=NCC N-[3-(Methylamino)propyl]-N'-ethylcarbodiimide